Cl.Cl.FC=1C=2N(C=C(C1)N)C=C(N2)C 8-fluoro-2-methyl-imidazo[1,2-a]pyridin-6-amine dihydrochloride